palmitoyl-oleoyl-norarginine C(CCCCCCCCCCCCCCC)(=O)N([C@@H](CCNC(N)=N)C(=O)O)C(CCCCCCC\C=C/CCCCCCCC)=O